dimethylcarbamic acid 6-chloro-3-(2-fluoro-3-(propylsulfonamido) benzyl)-4-methyl-2-oxo-2H-chromen-7-yl ester ClC=1C=C2C(=C(C(OC2=CC1OC(N(C)C)=O)=O)CC1=C(C(=CC=C1)NS(=O)(=O)CCC)F)C